NC1=NC(=NC=C1)N1CC(C(C(C1)(C)C)O)(F)F (4-aminopyrimidin-2-yl)-3,3-difluoro-5,5-dimethylpiperidin-4-ol